N-(2-fluorophenyl)-6-methyl-5-nitroisoquinolin-1-amine FC1=C(C=CC=C1)NC1=NC=CC2=C(C(=CC=C12)C)[N+](=O)[O-]